1-(11Z-octadecenoyl)-2-(6Z,9Z,12Z,15Z-octadecatetraenoyl)-sn-glycero-3-phosphocholine CCCCCC/C=C\CCCCCCCCCC(=O)OC[C@H](COP(=O)([O-])OCC[N+](C)(C)C)OC(=O)CCCC/C=C\C/C=C\C/C=C\C/C=C\CC